cholest-6(5)-ene-3β,19,25-triol CC(C)(CCC[C@@H](C)[C@H]1CC[C@H]2[C@@H]3CC=C4C[C@H](CC[C@]4(CO)[C@H]3CC[C@]12C)O)O